FC=1C(=C2C=NNC2=C(C1)OCOC)C=1C=NN(C1)C 5-fluoro-7-(methoxymethoxy)-4-(1-methylpyrazol-4-yl)-1H-indazole